(R)-5-(1-(3-(2-(1H-imidazol-1-yl)ethyl)-3-(ethoxy-methyl)pyrrolidin-1-yl)cyclopropyl)-2-methylpyridine N1(C=NC=C1)CC[C@]1(CN(CC1)C1(CC1)C=1C=CC(=NC1)C)COCC